8-Chloro-5-((2-(3-(1-(difluoromethyl)-2-oxo-1,2-dihydropyridin-4-yl)propyl)-2-azaspiro[3.3]heptan-6-yl)oxy)-2-methylisoquinolin-1(2H)-one ClC=1C=CC(=C2C=CN(C(C12)=O)C)OC1CC2(CN(C2)CCCC2=CC(N(C=C2)C(F)F)=O)C1